silyl vinyl ketone C(=C)C(=O)[SiH3]